C(CCN1CCN(CC1)C1=CC(=CC=C1)Cl)N1CCN(CC1)C1=CC(=CC=C1)Cl 1,1'-(propane-1,3-diyl)bis[4-(3-chlorophenyl)piperazine]